2-amino-1-(4-methyl-1,2,5-oxadiazol-3-yl)ethan-1-one hydrogen chloride Cl.NCC(=O)C1=NON=C1C